FC(OC=1C=C(C=NC1)C(C)S(=O)(=O)NCC=1SC(=CN1)C=1OC(=NN1)C(F)F)F [5-(difluoromethoxy)-3-pyridyl]-N-[[5-[5-(difluoromethyl)-1,3,4-oxadiazol-2-yl]thiazol-2-yl]methyl]ethanesulfonamide